N-(3-(6-((R)-1-hydroxypropyl)-4-methylpyridin-3-yl)-2-(morpholine-4-carbonyl)-1,6-naphthyridin-7-yl)cyclopropane-1-carboxamide O[C@H](CC)C1=CC(=C(C=N1)C=1C(=NC2=CC(=NC=C2C1)NC(=O)C1CC1)C(=O)N1CCOCC1)C